CC(C)C[C@@H](C(=O)O)NC(=O)[C@H](CNC(=O)/C=C/C(=O)N)N The molecule is a member of the family of dapdiamides consisting of alanylleucine, in which one of the methyl hydrogens of alanine is replaced by a fumaramoyl group. It is a dapdiamide, an enamide, a primary carboxamide and a secondary carboxamide. It is a tautomer of a dapdiamide C zwitterion.